C(C)(C)(C)OC(=O)C1=NOC=CC1 oxazine-3(4H)-carboxylic acid tert-butyl ester